[Si](C1=CC=CC=C1)(C1=CC=CC=C1)(C(C)(C)C)OCC[C@H](CCC)NC=1C2=C(N=C(N1)NC(OC)=O)C=NN2CC2=NC=C(C=C2OC)CO methyl (S)-(7-((1-((tert-butyldiphenylsilyl)oxy)hexan-3-yl)amino)-1-((5-(hydroxymethyl)-3-methoxypyridin-2-yl)methyl)-1H-pyrazolo[4,3-d]pyrimidin-5-yl)carbamate